COC(C1=C(N=CC=C1)C1=CC=CC=C1)=O Phenylnicotinic acid methyl ester